C(C=C)(=O)OCCC1=C(C=CC=C1)OP(O)(O)=O acryloyloxyethylphenylphosphoric acid